BrC=1C(=NN(C1C)C1CCN(CC1)C(=O)OC(C)(C)C)CC(=O)OC tert-Butyl 4-[4-bromo-3-(2-methoxy-2-oxo-ethyl)-5-methyl-pyrazol-1-yl]piperidine-1-carboxylate